5-(8-(3-(2,2-difluoroethyl)pyrrolidin-1-yl)imidazo[1,2-b]pyridazin-6-yl)pyrimidine-2,4(1H,3H)-dione FC(CC1CN(CC1)C=1C=2N(N=C(C1)C=1C(NC(NC1)=O)=O)C=CN2)F